S1C(=NC2=C1C=CC=C2)NC2=C(C(=C(N=N2)NC=2SC=C(N2)C(=O)OCC)CCCN2CCN(CC2)C)C ethyl 2-({6-[(1,3-benzothiazol-2-yl)amino]-5-methyl-4-[3-(4-methylpiperazin-1-yl)propyl]pyridazin-3-yl}amino)-1,3-thiazole-4-carboxylate